2-((4-methylbenzyl)oxy)-6-(methylthio)aniline tert-butyl-N-[2-(4,8-difluoro-6-formyl-2-oxo-3,5,6,7-tetrahydrocyclopenta[f]benzimidazol-1-yl)ethyl]carbamate C(C)(C)(C)OC(NCCN1C(NC2=C1C(=C1C(=C2F)CC(C1)C=O)F)=O)=O.CC1=CC=C(COC2=C(N)C(=CC=C2)SC)C=C1